CS(=O)(=O)C1CC(CNC1)OC1=CC=C(CNC(OCCCC)=O)C=C1 butyl (4-((5-(methylsulfonyl)piperidin-3-yl)oxy)benzyl)carbamate